tert-Butyl peroxyisobutyrat C(C(C)C)(=O)OOC(C)(C)C